COC(=O)C1=C(N(C(C=C1)=O)C)F fluoro-1-methyl-6-oxo-1,6-dihydropyridine-3-carboxylic acid methyl ester